CC=1C(=C2C=NNC2=CC1)C1=CC2=C(NC3(CN(CC3)C#N)C(N2)=O)N=C1 7-(5-Methyl-1H-indazol-4-yl)-2-oxo-1,4-dihydro-2H-spiro[pyrido[2,3-b]pyrazine-3,3'-pyrrolidine]-1'-carbonitrile